(S)-4-(2,3-dichloro-6-((2-(trimethylsilyl)ethoxy)methoxy)phenyl)pyrrolidin-2-one ClC1=C(C(=CC=C1Cl)OCOCC[Si](C)(C)C)[C@@H]1CC(NC1)=O